(4-Bromobenzylidene)pyrrolidine-1-carboxylic acid tert-butyl ester C(C)(C)(C)OC(=O)N1C(CCC1)=CC1=CC=C(C=C1)Br